((8-fluoro-7-methyl-1,4-dioxaspiro[4.5]dec-8-en-7-yl)methyl)isoindoline-1,3-dione FC=1C(CC2(OCCO2)CC1)(C)CN1C(C2=CC=CC=C2C1=O)=O